1-(3-(benzyloxy)-2-fluoro-6-methoxyphenyl)butan-2-amine C(C1=CC=CC=C1)OC=1C(=C(C(=CC1)OC)CC(CC)N)F